FC1=CC=C(OC2CCN(CC2)C2=NC(=NC(=C2)C(F)(F)F)C=2C(=CC=3N(C2)C=CN3)C)C=C1 6-[4-[4-(4-FLUOROPHENOXY)-1-PIPERIDYL]-6-(TRIFLUOROMETHYL)PYRIMIDIN-2-YL]-7-METHYL-IMIDAZO[1,2-A]PYRIDINE